1,2,6-thiadiazinane-2-carboxylate S1N(CCCN1)C(=O)[O-]